N-((1-cyanocyclopropyl)methyl)-4-(5-methyl-2-((1-(tetrahydro-2H-pyran-4-yl)-1H-pyrazol-4-yl)amino)pyrimidin-4-yl)benzamide C(#N)C1(CC1)CNC(C1=CC=C(C=C1)C1=NC(=NC=C1C)NC=1C=NN(C1)C1CCOCC1)=O